NC1=NC=CC=C1C1=NC=2C(=NC(=CC2)C=2C=C(C=CC2)NC(C)=O)N1C1=CC=C(C=C1)CN1CCNCC1 N-(3-(2-(2-aminopyridin-3-yl)-3-(4-(piperazin-1-ylmethyl)phenyl)-3H-imidazo[4,5-b]pyridin-5-yl)phenyl)acetamide